ClC1=C(C=C(C=C1)OC)C1=CN=C(O1)CSC1=NC(=NC(=N1)N1CCOCC1)N 4-({[5-(2-chloro-5-methoxyphenyl)-1,3-oxazol-2-yl]methyl}sulfanyl)-6-(morpholin-4-yl)-1,3,5-triazin-2-amine